[Br-].C(C1=CC=CC=C1)[N+]1(CCCCC1)C(C(=O)NC1=C(C=C(C=C1C)N(CCCC)C(=O)OC(C)(C)C)C)CC 1-benzyl-1-(1-((4-((tert-butoxycarbonyl)(butyl)amino)-2,6-dimethylphenyl)amino)-1-oxobutan-2-yl)piperidin-1-ium bromide